FC(OC=1N=NC=CC1)F (difluoromethoxy)pyridazine